C(C)C=1N=C2N(C=C(C=C2)C2CCN(CC2)S(=O)(=O)C)C1N(C=1SC=C(N1)C1=C(C#N)C=C(C=C1)F)C 2-(2-((2-ethyl-6-(1-(methylsulfonyl)piperidin-4-yl)imidazo[1,2-a]pyridin-3-yl)(methyl)amino)thiazol-4-yl)-5-fluorobenzonitrile